FC1(C[C@H]([C@H](C2=CC=C(C=C12)O)C1=C(C=C(C=C1)N1CCC(CC1)C=O)F)C1=CC=CC=C1)F 1-(4-((1R,2R)-4,4-difluoro-6-hydroxy-2-phenyl-1,2,3,4-tetrahydronaphthalen-1-yl)-3-fluorophenyl)piperidine-4-carbaldehyde